CN(C1CC1)CC1=NN=NN1C1=CC(=CC=C1)[N+](=O)[O-] N-methyl-N-((1-(3-nitrophenyl)-1H-tetrazol-5-yl)methyl)cyclopropanamine